((2-(6-aminopyridin-3-yl)ethyl)azanediyl)bis(hexane-6,1-diyl)bis(2-hexyldecanoate) NC1=CC=C(C=N1)CCN(CCCCCCC(C(=O)[O-])(CCCCCCCC)CCCCCC)CCCCCCC(C(=O)[O-])(CCCCCCCC)CCCCCC